2-(2-ethoxycarbonyl)-2-chlorobenzophenone CCOC(=O)C1(C(C(=O)C2=CC=CC=C2)C=CC=C1)Cl